phenanthren-3-yl-tetrahydro-1H-furo[3,4-c]pyrrole-5(3H)-carboxylate C1=CC(=CC=2C3=CC=CC=C3C=CC12)OC(=O)N1CC2C(C1)COC2